N1N=C(N=C1)C(=O)OCCC1=NC=CC=C1C 1-[(3-methyl-2-pyridinyl) methyl]-methyl 1,2,4-triazole-3-carboxylate